6-(3-((4-phenethoxyphenyl)carbamoyl)phenyl)pyrazine-2-carboxylic acid C(CC1=CC=CC=C1)OC1=CC=C(C=C1)NC(=O)C=1C=C(C=CC1)C1=CN=CC(=N1)C(=O)O